R-(+)-2-phenoxypropionic acid C[C@H](C(=O)O)OC1=CC=CC=C1